FC(C1=CC2=C(C=C(O2)C2CN(C2)C(=O)OC(C)(C)C)C=C1)(F)F tert-butyl 3-[6-(trifluoromethyl)-1-benzofuran-2-yl]azetidine-1-carboxylate